O.OC(C)C=1OC2=C(C1C=O)C(=C(C(=C2[2H])[2H])[2H])[2H] (2-(1-hydroxyethyl)benzofuran-3-yl-4,5,6,7-d4)methanone hydrate